C(#N)C1=C(C=C(OC\C(\CNC(OC(C)(C)C)=O)=C\F)C=C1)F tert-butyl (E)-(2-((4-cyano-3-fluorophenoxy)methyl)-3-fluoroallyl)carbamate